(R)-2-(6-(4-(3-fluoro-2-(oxetan-3-yloxy)phenyl)piperidin-1-yl)-2-azaspiro[3.4]oct-2-yl)-1,3,4-thiadiazole FC=1C(=C(C=CC1)C1CCN(CC1)[C@H]1CC2(CN(C2)C=2SC=NN2)CC1)OC1COC1